2-Chloro-5-{[(2,2-dimethylpropanoyl)amino]methyl}-N-[1-(2-methylpyridin-4-yl)-1H-indazol-4-yl]benzamide ClC1=C(C(=O)NC2=C3C=NN(C3=CC=C2)C2=CC(=NC=C2)C)C=C(C=C1)CNC(C(C)(C)C)=O